C1(CC1)C=1C(N(C=C(C1)C1=C(C=CC(=C1)S(=O)(=O)CC)OCC1CC1)C)=O 3-cyclopropyl-5-[2-(cyclopropyl-methoxy)-5-ethylsulfonylphenyl]-1-methylpyridin-2-one